N[C@@H]1C(=CCC12CCN(CC2)C=2C(=NC(=C(N2)C)SC2=C(C(=NC=C2)N)Cl)C2(CC2)O)C (S)-1-(3-(1-amino-2-methyl-8-azaspiro[4.5]dec-2-en-8-yl)-6-((2-amino-3-chloropyridin-4-yl)thio)-5-methylpyrazin-2-yl)cyclopropan-1-ol